(4-amino-6-chloro-5-fluoropyridin-3-yl)methanol NC1=C(C=NC(=C1F)Cl)CO